1-(4-chloro-3-fluorophenyl)-2-(3-((3-(pyridin-4-yl)bicyclo[1.1.1]pentan-1-yl)amino)oxetan-3-yl)ethan-1-ol ClC1=C(C=C(C=C1)C(CC1(COC1)NC12CC(C1)(C2)C2=CC=NC=C2)O)F